tert-butyl (2S,5R)-2-(6-bromo-4-oxo-3,4-dihydrothieno[3,2-d]pyrimidin-2-yl)-5-phenylpyrrolidine-1-carboxylate BrC1=CC=2N=C(NC(C2S1)=O)[C@H]1N([C@H](CC1)C1=CC=CC=C1)C(=O)OC(C)(C)C